5-{3-methoxy-4-[4-(3-nitro-benzyl)-piperazin-1-ylmethyl]-phenyl}-1,3-dimethyl-1H-pyridin-2-one COC=1C=C(C=CC1CN1CCN(CC1)CC1=CC(=CC=C1)[N+](=O)[O-])C=1C=C(C(N(C1)C)=O)C